ClC1=CC=C(COC2=NC=C(C(=N2)OCC[Si](C)(C)C)C#C)C=C1 ((4-chlorobenzyl)oxy)-5-ethynyl-4-(2-(trimethylsilyl)ethoxy)pyrimidine